4-benzyloxy-2-[2-(3,4-difluoro-2-methyl-phenoxy)-4-methyl-5-(trifluoromethyl)-3-pyridyl]-5-pyrazol-1-yl-1,6-naphthyridine C(C1=CC=CC=C1)OC1=CC(=NC2=CC=NC(=C12)N1N=CC=C1)C=1C(=NC=C(C1C)C(F)(F)F)OC1=C(C(=C(C=C1)F)F)C